(3S)-6-((tert-butoxycarbonyl) oxy)-3,6-dihydro-2H-pyran-3-yl acetate C(C)(=O)O[C@@H]1COC(C=C1)OC(=O)OC(C)(C)C